C(C)(C)(C)OC(=O)C1C(C1)C1CCN(CC1)C(=O)OC(C)(C)C tert-butyl 4-{2-[(tert-butoxy)carbonyl]cyclopropyl}piperidine-1-carboxylate